lactic-maleic anhydride C(\C=C/C(=O)O)(=O)OC(C(O)C)=O